(S)-1-(3-cyano-1H-pyrrolo[2,3-b]pyridine-2-carbonyl)-N-(3,4,5-trifluorophenyl)pyrrolidine-3-carboxamide C(#N)C1=C(NC2=NC=CC=C21)C(=O)N2C[C@H](CC2)C(=O)NC2=CC(=C(C(=C2)F)F)F